(4-fluoro-2-(fluoromethyl)-6-methylphenyl)(3-(4-((1-(3-fluoropropyl)azetidin-3-yl)oxy)phenoxy)-6-hydroxybenzo[b]thiophen-2-yl)methanone FC1=CC(=C(C(=C1)C)C(=O)C1=C(C2=C(S1)C=C(C=C2)O)OC2=CC=C(C=C2)OC2CN(C2)CCCF)CF